5-chloro-1'-{2-[4-(cyclopropanesulfonyl)phenoxy]ethyl}-1,2-dihydrospiro[indole-3,4'-piperidin]-2-one ClC=1C=C2C(=CC1)NC(C21CCN(CC1)CCOC1=CC=C(C=C1)S(=O)(=O)C1CC1)=O